ClC=1C(=NC(=NC1)NC1=CC(=CC=C1)CN1CCCCC1)NC1=C(C=CC=C1)P(=O)(C)C 5-Chloro-N4-(2-dimethylphosphorylphenyl)-N2-[3-(1-piperidinylmethyl)phenyl]pyrimidine-2,4-diamine